(6-benzyloxy-1-tert-butoxycarbonyl-pyrrolo[2,3-b]pyridin-2-yl)boronic acid C(C1=CC=CC=C1)OC1=CC=C2C(=N1)N(C(=C2)B(O)O)C(=O)OC(C)(C)C